CC1CCC(C(C1)SCC(=O)OC)=C(C)C methyl 2-((5-methyl-2-(propan-2-ylidene)cyclohexyl)thio)acetate